trans-4-(boc-amino)cyclohexylamine C(=O)(OC(C)(C)C)N[C@@H]1CC[C@H](CC1)N